4-(4-(3-aminopiperidin-1-carbonyl)piperazin-1-yl)-2-(2,6-dioxopiperidin-3-yl)isoindoline-1,3-dione NC1CN(CCC1)C(=O)N1CCN(CC1)C1=C2C(N(C(C2=CC=C1)=O)C1C(NC(CC1)=O)=O)=O